2-(4-(benzyl(methyl)amino)phenyl)-N-methylimidazo[1,2-a]pyridin-7-amine C(C1=CC=CC=C1)N(C1=CC=C(C=C1)C=1N=C2N(C=CC(=C2)NC)C1)C